9-oxo-9,10-dihydroacridine-2-carbonitrile O=C1C2=CC=CC=C2NC=2C=CC(=CC12)C#N